O1C[C@H](CC1)OS(=O)(=O)C1=CC=C(C=C1)C [(3S)-tetrahydrofuran-3-yl]4-methylbenzenesulfonate